1-[(1S,3R)-3-[[tert-butyl-(diphenyl)silyl]oxymethyl]-1-methyl-5-(1-methylpyrazol-4-yl)-3,4-dihydro-1H-isoquinolin-2-yl]-2-(2,6-dichlorophenyl)ethanone C(C)(C)(C)[Si](OC[C@@H]1N([C@H](C2=CC=CC(=C2C1)C=1C=NN(C1)C)C)C(CC1=C(C=CC=C1Cl)Cl)=O)(C1=CC=CC=C1)C1=CC=CC=C1